ClC=1C(=NC=CC1)N1N=C(C=C1C(=O)N)C(F)(F)F 2-(3-chloro-2-pyridinyl)-5-(trifluoromethyl)pyrazole-3-carboxamide